ClC=1N(N=C2C=CC(=CC12)COC1=CC=C2C=C(COC2=C1)CN1CC(C1)C(=O)O)CCC 1-[7-(3-chloro-2-propyl-2H-indazol-5-ylmethoxy)-2H-chromen-3-ylmethyl]-azetidine-3-carboxylic acid